C1(CC1)C1=NC=NC(=C1C1=NC=C(C(=N1)NNC)C(=O)OCC)OC ethyl 4'-cyclopropyl-6'-methoxy-4-(2-methylhydrazineyl)-[2,5'-bipyrimidine]-5-carboxylate